cyclopropylmethyl 2-chloro-7-(cyclopropylmethyl)-7H-pyrrolo[2,3-d]pyrimidine-6-carboxylate ClC=1N=CC2=C(N1)N(C(=C2)C(=O)OCC2CC2)CC2CC2